NCC=1C=C(C=CC1)C1=CC2=C(SC(=C2COC2=C(C=CC(=C2)OC)CC(=O)OC)C(=O)OCC)C=C1 ethyl 5-(3-(aminomethyl)phenyl)-3-((5-methoxy-2-(2-methoxy-2-oxoethyl)phenoxy)methyl)benzo[b]thiophene-2-carboxylate